NC1=NNC2=CC=C(C(=C12)C)C1=C(C=C(C=C1)S(=O)(=O)N1[C@@H](CC1)CO)C (S)-(1-((4-(3-amino-4-methyl-1H-indazol-5-yl)-3-methylphenyl)sulfonyl)azetidin-2-yl)methanol